(S)-3-methyl-6,7,7a,8,10,11-hexahydro-9H-pyrazino[1,2-d]pyrido[3,2-b][1,4]oxazepin CC1=CC=2OCC[C@@H]3N(C2N=C1)CCNC3